C(C)(C)(C)OC(=O)C1=CC=C(C=C1)N1C[C@H](OCC1)CN1CCN(CC1)C1=CC(=C(C(=O)O)C=C1)F 4-(4-[[(2R)-4-[4-(tert-butoxycarbonyl)phenyl]morpholin-2-yl]methyl]piperazin-1-yl)-2-fluorobenzoic acid